ClC1=CC(=C(C=C1Cl)[C@H](N[S@@](=O)C(C)(C)C)C1CCN(CC1)C=1C=NN(C1)C(C1=CC=CC=C1)(C1=CC=CC=C1)C1=CC=CC=C1)OCC=C (S)-N-[(R)-[4,5-dichloro-2-(prop-2-en-1-yloxy)phenyl]([1-[1-(triphenylmethyl)-1H-pyrazol-4-yl]piperidin-4-yl])methyl]-2-methylpropane-2-sulfinamide